P(=O)(O)(O)OCCC(CCCCCCCCCC(C)C)=O 2-(11-methyl-dodecanoyl)ethanol phosphate